methyl 1-[[2-(benzhydrylideneamino)-3-fluoropyridin-4-yl] methyl]-5-fluoro-4-(2-fluoro-4-iodoanilino)-6-oxopyridine-3-carboxylate C(C1=CC=CC=C1)(C1=CC=CC=C1)=NC1=NC=CC(=C1F)CN1C=C(C(=C(C1=O)F)NC1=C(C=C(C=C1)I)F)C(=O)OC